ClC=1C=C2C(=C(NC2=CC1)C(=O)O)CC(=O)N1CCN(CC1)C1=C(C=CC=C1C)C 5-chloro-3-(2-(4-(2,6-dimethylphenyl)piperazin-1-yl)-2-oxoethyl)-1H-indole-2-carboxylic acid